(1R,4R)-4-((2,5-dioxo-2,5-dihydro-1H-pyrrol-1-yl)methyl)-N-(4-(hydroxymethyl)-3-nitrobenzyl)cyclohexane-1-carboxamide O=C1N(C(C=C1)=O)CC1CCC(CC1)C(=O)NCC1=CC(=C(C=C1)CO)[N+](=O)[O-]